BrC=1SC=C(N1)C[C@@H]1N(CC[C@@H]1NS(=O)(=O)CC)C(=O)OC(C)(C)C tert-butyl (2S,3S)-2-((2-bromo-1,3-thiazol-4-yl)methyl)-3-((ethylsulfonyl)amino)pyrrolidine-1-carboxylate